5-methyl-3-(1-phenylvinyl)-1H-pyrazole CC1=CC(=NN1)C(=C)C1=CC=CC=C1